FC(CN1CCC(CC1)N1C=CC2=CC(=CC=C12)NC(C=C)=O)(F)F N-(1-(1-(2,2,2-trifluoro-ethyl)-piperidin-4-yl)-1H-indol-5-yl)acrylamide